2,2-dimethyl-4H-1,3-benzodioxin-6-amine CC1(OCC2=C(O1)C=CC(=C2)N)C